N-methyl-2-[3-[(E)-2-[5-[(1-methylpyrrolidin-2-yl)methoxy]-2-pyridyl]vinyl]-1-tetrahydropyran-2-ylindol-6-yl]thiobenzamide CNC(C1=C(C=CC=C1)C1=CC=C2C(=CN(C2=C1)C1OCCCC1)\C=C\C1=NC=C(C=C1)OCC1N(CCC1)C)=S